N1=CC=NC2=CC(=CC=C12)C1=CNC=2N=C(N=CC21)N[C@@H]2CC[C@@H](CC2)OC(F)(F)F 5-(quinoxalin-6-yl)-N-(cis-4-(trifluoromethoxy)cyclohexyl)-7H-pyrrolo[2,3-d]pyrimidin-2-amine